N4-(benzo[d][1,3]dioxol-5-yl)-N2-(3,4-dimethylphenyl)-5-(trifluoromethyl)pyrimidine-2,4-diamine O1COC2=C1C=CC(=C2)NC2=NC(=NC=C2C(F)(F)F)NC2=CC(=C(C=C2)C)C